C(C)(C)(C)OC(=O)N1C[C@H](CCC1)NC1=NC=C(C(=N1)C1=CNC2=C(C=CC=C12)Br)C(F)(F)F (S)-3-((4-(7-bromo-1H-indol-3-yl)-5-(trifluoromethyl)pyrimidin-2-yl)amino)piperidine-1-carboxylic acid tert-butyl ester